8-naphthalenimine C1=CC=CC=2C=CCC(C12)=N